N-[(1R)-1-[6-(dimethylamino)pyridin-2-yl]ethyl]propanamide CN(C1=CC=CC(=N1)[C@@H](C)NC(CC)=O)C